O=C1N(C(C2C3C4C(C(C12)C=C3)C4)=O)C4=CC=CC=C4C(=O)N 3,3a,4,4a,5,5a,6,6a-octahydro-1,3-dioxo-4,6-ethenocycloprop[f]isoindol-2(1H)-benzamide